4-{N,N-di[4-(6-bromohexyl)phenyl]amino}phenylboronic acid pinacol ester BrCCCCCCC1=CC=C(C=C1)N(C1=CC=C(C=C1)CCCCCCBr)C1=CC=C(C=C1)B1OC(C)(C)C(C)(C)O1